NC1=CC(=C(C=N1)C(=O)NC)NC1=C(C(=CC=C1)C1=NC=C(C=N1)F)OC 6-amino-4-{[3-(5-fluoropyrimidin-2-yl)-2-methoxyphenyl]amino}-N-methylpyridine-3-carboxamide